ClC=1N=NC(=CC1C1=NN(C=C1)C)C1=CC=C(C=C1)F t-3-chloro-6-(4-fluorophenyl)-4-(1-methyl-1H-pyrazol-3-yl)pyridazine